C[C@H]1[C@@H](CC[C@@]2(CC[C@]3([C@@]4(CC[C@@H]5[C@](CC6=CC7=CC=CC=C7N=C6C5(C)C)([C@H]4CC=C3[C@H]12)C)C)C)C(=O)O)C (1S,2R,4aS,6aS,6bR,8aR,16aR,16bR,18bS)-1,2,6a,6b,9,9,16a-heptamethyl-1,2,3,4,4a,5,6,6a,6b,7,8,8a,9,16,16a,16b,17,18b-octadecahydrochryseno[1,2-b]acridine-4a-carboxylic acid